BrC=1C=C(C(=O)OC)C(=CN1)C=1OC2=C(N1)C=CC(=C2)Cl methyl 2-bromo-5-(6-chlorobenzo[d]oxazol-2-yl)isonicotinate